C12(CC(C1)C2)N2N=CC(=C2)N2N=CC1=CC(=C(C=C21)C2CCN(CC2)[C@H]2CS(CC2)(=O)=O)Cl |r| (R and S)-3-(4-(1-(1-(bicyclo[1.1.1]pentan-1-yl)-1H-pyrazol-4-yl)-5-chloro-1H-indazol-6-yl)piperidin-1-yl)tetrahydrothiophene 1,1-dioxide